bis(cyclopentadienyl)bis[2,6-difluoro-3-(N-isopropyl-(4-chlorobenzoyl)amino)phenyl]titanium C1(C=CC=C1)[Ti](C1=C(C(=CC=C1F)N(C(C)C)C(C1=CC=C(C=C1)Cl)=O)F)(C1=C(C(=CC=C1F)N(C(C)C)C(C1=CC=C(C=C1)Cl)=O)F)C1C=CC=C1